COC=1C=C(N=NC1N1CCOCC1)NC(OC(C)(C)C)=O tert-butyl N-(5-methoxy-6-morpholino-pyridazin-3-yl)carbamate